ClC1=CC(=NC2=CC(=C(C=C12)C1(CCN(CC1)C(=O)[O-])O)OC)C 4-(4-chloro-7-Methoxy-2-methylquinolin-6-yl)-4-hydroxypiperidine-1-carboxylate